2,2-dimethoxybenzylamine COC1(C(CN)C=CC=C1)OC